C1(=CC=CC2=CC=CC=C12)C(=O)[O-].[Cu+2].C1(=CC=CC2=CC=CC=C12)C(=O)[O-] copper naphthoate